C(C)C1=CC=C(C=C1)C1=NC(=NO1)[C@H](C)N1C(OC2=C(C1=O)N=CC=C2OC)=O (S)-3-(1-(5-(4-ethylphenyl)-1,2,4-oxadiazol-3-yl)ethyl)-8-methoxy-2H-pyrido[2,3-e][1,3]oxazine-2,4(3H)-dione